5-chloro-4-(difluoromethyl)-2-((4-fluoro-2-methylphenyl)amino)-N-(3-methylpyridin-4-yl)benzamide ClC=1C(=CC(=C(C(=O)NC2=C(C=NC=C2)C)C1)NC1=C(C=C(C=C1)F)C)C(F)F